4-{[4-({[4-(acryloyloxy)butoxy]carbonyl}oxy)benzoyl]oxy}-2-methoxyphenyl 4-({[4-(acryloyloxy)butoxy]carbonyl}oxy)-2-methylbenzoate C(C=C)(=O)OCCCCOC(=O)OC1=CC(=C(C(=O)OC2=C(C=C(C=C2)OC(C2=CC=C(C=C2)OC(=O)OCCCCOC(C=C)=O)=O)OC)C=C1)C